4-[(1-carboxyethyl)amino]-4-oxobutanoic acid C(=O)(O)C(C)NC(CCC(=O)O)=O